(chloroacetyl)methanesulfonamide ClCC(=O)CS(=O)(=O)N